1-[4-(2,3-Dimethylphenyl)piperazin-1-yl]-2-{3-[(3R,5S)-4-(2-methoxyethyl)-3,5-dimethylpiperazin-1-carbonyl]-5,6-dihydrocyclopenta[c]pyrazol-1(4H)-yl}ethan-1-on CC1=C(C=CC=C1C)N1CCN(CC1)C(CN1N=C(C2=C1CCC2)C(=O)N2C[C@H](N([C@H](C2)C)CCOC)C)=O